FC1=CC=2C3=C(C(N(C2N=C1C1=C(C=CC=C1OC)F)C=1C(=NC=CC1C)C(C)C)=O)OC[C@H]1N3CCNC1 (4aS)-11-fluoro-10-(2-fluoro-6-methoxyphenyl)-8-(2-isopropyl-4-methylpyridin-3-yl)-1,2,3,4,4a,5-hexahydropyrazino[1',2':4,5][1,4]oxazino[2,3-c][1,8]naphthyridin-7(8H)-one